ClC1=CC=C(C=C1)C1C(CC1)CN1CCN(CC1)CC=1C=C2CN(C(C2=CC1)=O)C1C(NC(CC1)=O)=O 3-(5-((4-((2-(4-chlorophenyl)cyclobutyl)methyl)piperazin-1-yl)methyl)-1-oxoisoindolin-2-yl)piperidine-2,6-dione